ethyl-tris(dimethylsiloxy)silane 5,9-dihydroxynonyl-4,4-bis(((Z)-oct-5-en-1-yl)oxy)butanoate OC(CCCCOC(CCC(OCCCC\C=C/CC)OCCCC\C=C/CC)=O)CCCCO.C(C)[Si](O[SiH](C)C)(O[SiH](C)C)O[SiH](C)C